ethyl-1-((2-fluoropyridin-4-yl)methyl)-4-methyl-1H-pyrrole C(C)C=1N(C=C(C1)C)CC1=CC(=NC=C1)F